CC1NC1C 2,3-dimethylaziridine